2,2,6,6-tetramethyl-heptane-3,5-dione indium [In].CC(C)(C(CC(C(C)(C)C)=O)=O)C